(S)-3-((4-(4-(3-(5-(((1-Acetylpiperidin-4-yl)amino)methyl)-6-methoxypyridin-2-yl)-2-chlorophenyl)-3-chloropyridin-2-yl)-2-methoxybenzyl)amino)-4-hydroxybutanoic acid C(C)(=O)N1CCC(CC1)NCC=1C=CC(=NC1OC)C=1C(=C(C=CC1)C1=C(C(=NC=C1)C1=CC(=C(CN[C@@H](CC(=O)O)CO)C=C1)OC)Cl)Cl